ClC=1C=C2[C@]3(C(NC2=CC1)=O)[C@@H](C3)C(=O)OC |r| methyl rac-(1R*,2R*)-5'-chloro-2'-oxospiro[cyclopropane-1,3'-indoline]-2-carboxylate